dimethoxymethylethyldioxysilane COC(OC)[SiH2]OOCC